benzyl 4-[[4-(hydroxymethyl)cyclohexoxy]methyl]piperidine-1-carboxylate OCC1CCC(CC1)OCC1CCN(CC1)C(=O)OCC1=CC=CC=C1